OCC=1C(=NC=CC1)CNC(OC(C)(C)C)=O tert-butyl ((3-(hydroxymethyl)pyridin-2-yl)methyl)carbamate